1-((2-(2-ethyl-1H-benzimidazol-1-yl)-9-methyl-6-morpholinyl-9H-purin-8-yl)methyl)-4-(tetrahydro-2H-thiopyran-4-yl)piperazin-2-one C(C)C1=NC2=C(N1C1=NC(=C3N=C(N(C3=N1)C)CN1C(CN(CC1)C1CCSCC1)=O)N1CCOCC1)C=CC=C2